S1C(=NC2=C1C=CC=C2)NC2=C(C=C(N=N2)N(C=2SC(=C(N2)C(=O)OCC)C=2C=NN(C2C)CC2(CCCCC2)CCCOC)C)C ethyl 2-({6-[(1,3-benzothiazol-2-yl) amino]-5-methylpyridazin-3-yl} (methyl) amino)-5-(1-{[1-(3-methoxypropyl) cyclohexyl] methyl}-5-methyl-1H-pyrazol-4-yl)-1,3-thiazole-4-carboxylate